COC(CC[C@@H](C)[C@H]1CC[C@H]2[C@@H]3[C@@H](C[C@@H]4C[C@@H]([C@H](C[C@]4(C)[C@H]3CC[C@]12C)F)O)OCOC)=O 2β-fluoro-3α-hydroxy-7α-methoxymethoxy-5β-cholanic acid methyl ester